(3,4,5,6-tetrahydro-2H-pyran-2-yloxy)decanoic acid-2-butyloctyl ester C(CCC)C(COC(C(CCCCCCCC)OC1OCCCC1)=O)CCCCCC